N1=CC=C(C=C1)OCC1CN(C(O1)C(F)(F)F)C1=CC(=C(C#N)C=C1)C(F)(F)F 4-(5-((Pyridin-4-yloxy)methyl)-2-(trifluoromethyl)oxazolidin-3-yl)-2-(trifluoromethyl)benzonitril